2-(6-(((1R,3S,5S,6R)-6-fluoro-1,5-dimethyl-8-azabicyclo[3.2.1]octan-3-yl)(methyl)amino)pyridazin-3-yl)-5-(1H-imidazol-1-yl)phenol F[C@H]1[C@@]2(C[C@H](C[C@](C1)(N2)C)N(C2=CC=C(N=N2)C2=C(C=C(C=C2)N2C=NC=C2)O)C)C